1-((2-(Azetidin-1-yl)-4-(difluoromethyl)pyrimidin-5-yl)methyl)-1H-pyrazol-4-amine N1(CCC1)C1=NC=C(C(=N1)C(F)F)CN1N=CC(=C1)N